1-benzyl-7-(3-(tert-butyl)benzyl)-6-chloro-5-oxo-8-(3-(trifluoromethyl)phenyl)-1,2,3,5-tetrahydroimidazo[1,2-a]pyridine-3-carboxylic acid C(C1=CC=CC=C1)N1CC(N2C1=C(C(=C(C2=O)Cl)CC2=CC(=CC=C2)C(C)(C)C)C2=CC(=CC=C2)C(F)(F)F)C(=O)O